OCCNCC=1C=CC=NC1OC 5-(((2-hydroxyethyl)amino)methyl)-6-methoxypyridin